(2-amino-3-(3-(4-((1-ethyl-1H-pyrazol-4-yl)methyl)benzyl)isoxazol-5-yl)pyridin-1-ium-1-yl)methyl hydrogen phosphate P(=O)(OC[N+]1=C(C(=CC=C1)C1=CC(=NO1)CC1=CC=C(C=C1)CC=1C=NN(C1)CC)N)(O)[O-]